[Cl-].[Cl-].C1(=CC=CC=2C3=CC=CC=C3CC12)[Zr+2] 9H-fluorenyl-zirconium dichloride